ClC=1C=C(C=CC1F)NC(N(C1=CN=C(C2=CC=CC=C12)OC)CC1CC1)=O (S)-3-(3-chloro-4-fluorophenyl)-1-(cyclopropylmethyl)-1-(1-methoxyisoquinolin-4-yl)urea